2-(3,4-epoxycyclohexenyl)ethyltriethoxysilane tert-Butyl-4-[4-(2-bromoethoxy)phenoxyl]piperidine-1-carboxylate C(C)(C)(C)OC(=O)N1CCC(CC1)OC1=CC=C(C=C1)OCCBr.C1(=CC2C(CC1)O2)CC[Si](OCC)(OCC)OCC